C1(=CCCC1)CCCCO CYCLOPENTENE-1-BUTANOL